C12COCC(N1CC1CCN(CC1)C(=O)OCCCC)C2 butyl 4-(3-oxa-6-azabicyclo[3.1.1]heptan-6-ylmethyl)piperidine-1-carboxylate